(4-Bromo-2-cyanophenyl)carbamic acid ethyl ester C(C)OC(NC1=C(C=C(C=C1)Br)C#N)=O